6,8-difluoro-5-(4-fluoro-2-methoxy-5-nitrophenoxymethyl)quinoxaline ethyl-2-{2-[4-(6,7-dimethoxyquinolin-4-yloxy)phenyl]hydrazono}-3-oxobutyrate C(C)OC(C(C(C)=O)=NNC1=CC=C(C=C1)OC1=CC=NC2=CC(=C(C=C12)OC)OC)=O.FC=1C(=C2N=CC=NC2=C(C1)F)COC1=C(C=C(C(=C1)[N+](=O)[O-])F)OC